N'-(3-chloro-2-piperazin-1-yl-6-quinolyl)propane-1,3-diamine dihydrochloride Cl.Cl.ClC=1C(=NC2=CC=C(C=C2C1)NCCCN)N1CCNCC1